[Na].[Na].[Zn] Zinc-disodium salt